F[C@@]1([C@@H]2C[C@H](C([C@H]12)=O)OCC1=CC=C(C=C1)F)C(=O)N (1R,3R,5R,6R)-6-fluoro-3-[(4-fluorophenyl)methoxy]-2-oxobicyclo[3.1.0]hexane-6-carboxamide